NC1=NN(C2=C1C(N(C=C2)CC)=O)C 3-Amino-5-ethyl-1-methyl-1,5-dihydro-4H-pyrazolo[4,3-c]pyridin-4-one